(R)-1-(3-Fluorophenyl)-2-((3-((1r,4S)-4-methoxycyclohexyl)propyl)-amino)ethan-1-ol FC=1C=C(C=CC1)[C@H](CNCCCC1CCC(CC1)OC)O